(R)-5-bromo-3-chloro-N1-(1-(2,4-dichlorophenyl)ethyl)benzene-1,2-diamine BrC1=CC(=C(C(=C1)N[C@H](C)C1=C(C=C(C=C1)Cl)Cl)N)Cl